Di-(n-decyl)-terephthalate C(CCCCCCCCC)OC(C1=CC=C(C(=O)OCCCCCCCCCC)C=C1)=O